(R*)-1-methyl-5,6,7,8-tetrahydroimidazo[1,5-a]pyridin CC=1N=CN2C1CCCC2